C(C)(C)(C)C=1C=C(C(=C(O)C1)O)O 5-tert-Butylpyrogallol